phenyl-(3-bromo-2-aminophenyl)methanone C1(=CC=CC=C1)C(=O)C1=C(C(=CC=C1)Br)N